tert-butyl (2-((R,E)-5-((tert-butoxycarbonyl)amino)hex-1-en-1-yl)pyridin-4-yl)(1-(tert-butyl)-3-((1S,3R)-3-((tert-butyldimethylsilyl)oxy)cyclopentyl)-1H-pyrazol-5-yl)carbamate C(C)(C)(C)OC(=O)N[C@@H](CC/C=C/C1=NC=CC(=C1)N(C(OC(C)(C)C)=O)C1=CC(=NN1C(C)(C)C)[C@@H]1C[C@@H](CC1)O[Si](C)(C)C(C)(C)C)C